tert-butyl ((1R,3S)-3-(7-cyano-[1,2,4]triazolo[4,3-b]pyridazin-3-yl)cyclohexyl)carbamate C(#N)C1=CC=2N(N=C1)C(=NN2)[C@@H]2C[C@@H](CCC2)NC(OC(C)(C)C)=O